4-Chloro-5-(3,6-dihydro-2H-pyran-4-yl)-7-((2-(trimethylsilyl)ethoxy)methyl)-7H-pyrrolo[2,3-d]pyrimidine ClC=1C2=C(N=CN1)N(C=C2C=2CCOCC2)COCC[Si](C)(C)C